COC1=CC=C(C=C1)C(=C)C1=NC(=CC2=CC=CC=C12)C 1-(1-(4-Methoxyphenyl)vinyl)-3-methylisoquinoline